4,5-difluoro-2-((4-fluoro-2-methylphenyl)amino)benzoic acid FC1=CC(=C(C(=O)O)C=C1F)NC1=C(C=C(C=C1)F)C